C(=O)O.C(C)OC1=CC=NC=C1C#N 4-ethoxynicotinonitrile formate salt